(3,5-Bis((2-ethylhexyl)oxy)phenyl)methylamine C(C)C(COC=1C=C(C=C(C1)OCC(CCCC)CC)CN)CCCC